3-(4-(tert-butyl)phenyl)-5-methyl-4-oxo-1-(thiophen-2-yl)-4,5-dihydropyrrolo[1,2-a]quinoxaline-2-carbonitrile C(C)(C)(C)C1=CC=C(C=C1)C=1C(=C(N2C1C(N(C1=CC=CC=C21)C)=O)C=2SC=CC2)C#N